Cl.C(C1=CC=CC=C1)N1CCC(CC1)CCN1CC=2C=CC=C(C2C1=O)C(=O)N 2-[2-(1-benzyl-piperidin-4-yl)ethyl]-3-oxo-2,3-dihydro-1H-isoindole-4-carboxylic acid amide hydrochloride